N-acetyl-S-((2,4-dichlorobenzyl)thio)-L-cysteine C(C)(=O)N[C@@H](CSSCC1=C(C=C(C=C1)Cl)Cl)C(=O)O